4,6-diphenyl-2-(4'-(4,4,5,5-tetramethyl-1,3,2-dioxaborolan-2-yl)-[1,1'-biphenyl]-2-yl)pyrimidine C1(=CC=CC=C1)C1=NC(=NC(=C1)C1=CC=CC=C1)C1=C(C=CC=C1)C1=CC=C(C=C1)B1OC(C(O1)(C)C)(C)C